(4S,5S)-1,3-bis(3,5-di-tert-butylbenzyl)-2-(((4S,5S)-4,5-diphenylimidazolidin-2-ylidene)amino)-4,5-diphenyl-4,5-dihydro-1H-imidazol-3-ium chloride [Cl-].C(C)(C)(C)C=1C=C(CN2C(=[N+]([C@H]([C@@H]2C2=CC=CC=C2)C2=CC=CC=C2)CC2=CC(=CC(=C2)C(C)(C)C)C(C)(C)C)N=C2N[C@H]([C@@H](N2)C2=CC=CC=C2)C2=CC=CC=C2)C=C(C1)C(C)(C)C